3-Isopropoxy-N-(2-methyl-4-(2-((4-(piperazin-1-yl)phenyl)amino)pyrimidin-4-yl)benzyl)azetidine-1-carboxamide C(C)(C)OC1CN(C1)C(=O)NCC1=C(C=C(C=C1)C1=NC(=NC=C1)NC1=CC=C(C=C1)N1CCNCC1)C